4-[4-Cyano-6-(2,5-dimethyl-phenyl)-3-hydroxy-pyridin-2-yl]-4-oxo-butyric acid C(#N)C1=C(C(=NC(=C1)C1=C(C=CC(=C1)C)C)C(CCC(=O)O)=O)O